N-(3-formylphenyl)methanesulfonamide C(=O)C=1C=C(C=CC1)NS(=O)(=O)C